1-cyclohexyl-N-(4-piperazin-1-yl-6-pyrrolidin-1-ylpyrimidin-2-yl)-1H-pyrazolo[4,3-c]pyridin-6-amine C1(CCCCC1)N1N=CC=2C=NC(=CC21)NC2=NC(=CC(=N2)N2CCNCC2)N2CCCC2